2-benzyl-4-[2-cyclopropyl-7-(dimethylamino)-5-oxo-[1,3]thiazolo[4,5-d]pyrimidin-4-yl]-3H-isoindol-1-one C(C1=CC=CC=C1)N1C(C2=CC=CC(=C2C1)N1C(N=C(C2=C1N=C(S2)C2CC2)N(C)C)=O)=O